(S)-3-(4-fluoro-3'-methoxybiphenyl-3-yl)-3-(3-(4-hydroxy-1,6-dimethyl-2-oxo-1,2-dihydropyridin-3-yl)ureido)propanoic acid FC1=C(C=C(C=C1)C1=CC(=CC=C1)OC)[C@H](CC(=O)O)NC(=O)NC=1C(N(C(=CC1O)C)C)=O